FC[C@@H](CB1OC(C(O1)(C)C)(C)C)NC(OC(C)(C)C)=O tert-butyl N-[(2R)-1-fluoro-3-(4,4,5,5-tetramethyl-1,3,2-dioxaborolan-2-yl)propan-2-yl]carbamate